3-(1-methyl-7-methylsulfonyl-2-oxo-4H-pyrimido[4,5-d]pyrimidin-3-yl)azetidine-1-carboxylic acid tert-butyl ester C(C)(C)(C)OC(=O)N1CC(C1)N1C(N(C2=NC(=NC=C2C1)S(=O)(=O)C)C)=O